1-(2'-Fluoro-5'H,7'H-spiro[cyclopropane-1,4'-thieno[2,3-c]pyran]-7'-yl)-N-methylmethaneamine FC1=CC2=C(C(OCC23CC3)CNC)S1